melamine hydroxyethylidenebisphosphonate OCC(P(O)(O)=O)P(O)(O)=O.N1=C(N)N=C(N)N=C1N